11-amino-3-cyclopropyl-7-isopropyl-5-propyl-6,7-dihydroisoxazolo[4,3-c]pyrimido[5',4':4,5]pyrrolo[3,2-e]azepin-4(5H)-one NC1=NC=NC2=C1C=1C=3C(C(N(CC1N2C(C)C)CCC)=O)=C(ON3)C3CC3